C(C)OC(=O)C1=NOC(N1)=O 5-oxo-4H-1,2,4-oxadiazole-3-carboxylic acid ethyl ester